4-Methoxy-N-{[1-(3-methylbutanoyl)-1,2,3,4-tetrahydrochinolin-6-yl]methyl}benzamid COC1=CC=C(C(=O)NCC=2C=C3CCCN(C3=CC2)C(CC(C)C)=O)C=C1